ClC1=NC(=NN2C1=C(C(=C2)C2=NN(C=C2C)C(C)C)C2=NC=CC=C2)C=2N(C=CN2)C 4-Chloro-6-(1-isopropyl-4-methyl-1H-pyrazol-3-yl)-2-(1-methyl-1H-imidazol-2-yl)-5-(pyridin-2-yl)pyrrolo[2,1-f][1,2,4]triazine